FC(C1=NN=C(S1)C1=CN=C2N1C=C(C=C2N2C[C@@H](N[C@H](C2)C)CO)S(=O)(=O)NC2(COC2)C)F 3-(5-(difluoromethyl)-1,3,4-thiadiazol-2-yl)-8-((3R,5S)-3-(hydroxymethyl)-5-methylpiperazin-1-yl)-N-(3-methyloxetan-3-yl)imidazo[1,2-a]pyridine-6-sulfonamide